ClC(COP(=O)([O-])[O-])C (2-chloropropyl)phosphat